N-(2,5-Dichlorobenzyl)-3'-aminoadenosine ClC1=C(CNC=2C=3N=CN([C@H]4[C@H](O)[C@](O)([C@@H](CO)O4)N)C3N=CN2)C=C(C=C1)Cl